5-(6-(tert-butylamino)-4-(trifluoromethyl)pyridin-3-yl)-N-((2S,3S)-3-hydroxybut-2-yl)-4-((S)-2-methylpyrrolidine-1-carbonyl)thiazole-2-carboxamide C(C)(C)(C)NC1=CC(=C(C=N1)C1=C(N=C(S1)C(=O)N[C@@H](C)[C@H](C)O)C(=O)N1[C@H](CCC1)C)C(F)(F)F